ethyl 2-[[(6-bromo-3-ethylsulfonyl-pyrazolo[1,5-a]pyridin-2-yl)amino]methyl]-5-(trifluoromethyl)pyridine-3-carboxylate BrC=1C=CC=2N(C1)N=C(C2S(=O)(=O)CC)NCC2=NC=C(C=C2C(=O)OCC)C(F)(F)F